carboxypyridine bromide salt [Br-].C(=O)(O)C1=NC=CC=C1